FC1=C2CC(C(C2=C(C=C1)F)O)(C(=O)OC)O methyl 4,7-difluoro-1,2-dihydroxy-indane-2-carboxylate